[Si](C)(C)(C(C)(C)C)C1=CC=CC=2SSC(C21)=O t-butyldimethylsilyl-3H-benzo[c][1,2]dithiol-3-one